1-(2-(4'-fluoro-2'-(4-methyl-4H-1,2,4-triazol-3-yl)-[1,1'-biphenyl]-3-yl)-7-(trifluoromethyl)benzo[d]oxazol-5-yl)-N-((1-isobutylcyclobutyl)methyl)methylamine FC1=CC(=C(C=C1)C1=CC(=CC=C1)C=1OC2=C(N1)C=C(C=C2C(F)(F)F)CNCC2(CCC2)CC(C)C)C2=NN=CN2C